C(C)(C)(C)C1=CC=C(C=C1)C1[C@@H]2CN(C[C@H]12)C(=O)C1CC2(C1)NC(CC2)=O (2r,4s)-2-((1R,5S,6S)-6-(4-(tert-Butyl)phenyl)-3-azabicyclo[3.1.0]hexane-3-carbonyl)-5-azaspiro[3.4]octan-6-one